ClC=1C=C(C=C(C1F)Cl)C1(CC(=NO1)C1=CC(=C(C(=O)NC(C(=O)NC)C)C=C1)C)C(F)(F)F 4-(5-(3,5-dichloro-4-fluorophenyl)-5-(trifluoromethyl)-4,5-dihydroisoxazol-3-yl)-2-methyl-N-(1-(methylamino)-1-oxopropan-2-yl)benzamide